NCC1=NNC(C2=CC=C(C=C12)C=1C=NC=C(C1)OC=1C=NC=CC1)=O 4-(aminomethyl)-6-(5-(pyridin-3-yloxy)pyridin-3-yl)phthalazin-1(2H)-one